OC=1C=C(C=CC1O)CCNC(C(=C)C)=O N-[2-(3,4-dihydroxyphenyl)ethyl]-2-methylacrylamide